methyl 3-amino-pyridothiophene-2-carboxylate NC1=C(SC2=C1N=CC=C2)C(=O)OC